N1N=CC2=C(C=CC=C12)C=1C=CC=2N(C3=CC=C(C=C3S(C2C1)(=O)=O)C1=C2C=NNC2=CC=C1)CCN1CCOCC1 3,7-di(1H-indazol-4-yl)-10-(2-morpholinoethyl)-10H-phenothiazine 5,5-dioxide